N-(3-(dimethylamino)-2,2-dimethylcyclobutyl)-2-(1H-imidazol-5-yl)thiazole-4-carboxamide CN(C1C(C(C1)NC(=O)C=1N=C(SC1)C1=CN=CN1)(C)C)C